C(C)(C)(C)OC(=O)C1=C(N=NC(=C1)Cl)N(CC1C(NC(C1=O)=O)=O)C 6-chloro-3-{methyl-[(2-oxooxooxopyrrolidin-3-yl)methyl]amino}pyridazine-4-carboxylic acid tert-butyl ester